N,2,3-trimethyl-2-propan-2-ylbutan-amide CNC(C(C(C)C)(C(C)C)C)=O